2-bromo-4,5-dihydroxybenzoylhydrazine BrC1=C(C(=O)NN)C=C(C(=C1)O)O